3-[7-Chloro-2-(4-chlorophenyl)-1H-indol-3-yl]-N-[(3S,4R)-4-hydroxy-2-oxo-pyrrolidin-3-yl]propionamide ClC=1C=CC=C2C(=C(NC12)C1=CC=C(C=C1)Cl)CCC(=O)N[C@@H]1C(NC[C@H]1O)=O